C(C)C=1C=C2C(C3CC=C4C(C3C(C2=CC1)=O)C4)=O 6-ethyl-1,4,4a,9a-tetrahydromethanoanthraquinone